CC=1SC(=CN1)C=1N=CC2=C(C=CC=C2C1)C=1N=C(N2C1CN(CC2)C(C)=O)C2CCOCC2 1-(1-(3-(2-methylthiazol-5-yl)isoquinolin-8-yl)-3-(tetrahydro-2H-pyran-4-yl)-5,6-dihydroimidazo[1,5-a]pyrazin-7(8H)-yl)ethanone